di-tert-butyl (2-(azidomethyl)propane-1,3-diyl)dicarbamate N(=[N+]=[N-])CC(CNC(OC(C)(C)C)=O)CNC(OC(C)(C)C)=O